C(=O)OC(C(=O)OCCC)(C)C n-propyl α-formyloxyisobutyrate